phenyldibenzothiophene C1=CC=C(C=C1)C2=C3C4=CC=CC=C4SC3=CC=C2